tetrahydrochloride, dihydrobromide Br.Br.Cl.Cl.Cl.Cl